2,5-dimethyl-2,5-bis-(2-ethylhexanoylperoxy)-hexane CC(C)(CCC(C)(OOC(C(CCCC)CC)=O)C)OOC(C(CCCC)CC)=O